2-methyl-3-butenenitrile CC(C#N)C=C